NC=1C=2N(C=CN1)C(=NC2C2=C(C=C(C(=O)NC1=NC=CC(=C1)Br)C=C2)F)[C@H]2NCC1(CC1)C2 (S)-4-(8-amino-3-(5-azaspiro[2.4]heptane-6-yl)imidazo[1,5-a]pyrazin-1-yl)-N-(4-bromopyridin-2-yl)-3-fluorobenzamide